N1(C=NC=C1)C1=CC=C(N)C=C1 4-(1H-imidazole-1-yl)aniline